(R)-5-chloro-N-(2-(4-cyanothiazolidin-3-yl)-2-oxoethyl)-6-morpholino-quinoline-4-carboxamide ClC1=C2C(=CC=NC2=CC=C1N1CCOCC1)C(=O)NCC(=O)N1CSC[C@H]1C#N